2-[2-(dimethylamino)ethoxy]-N-propyl-acetamide CN(CCOCC(=O)NCCC)C